1-(5-(5-isopropoxy-6-methoxypyridin-3-yl)pyrazolo[1,5-A]pyridin-2-yl)-3-(2-(pyridin-3-yloxy)ethyl)urea C(C)(C)OC=1C=C(C=NC1OC)C1=CC=2N(C=C1)N=C(C2)NC(=O)NCCOC=2C=NC=CC2